Cl.CNC(=O)C1=NC=C(C=C1)NC1CNCC1 N-methyl-5-(pyrrolidin-3-ylamino)pyridine-2-carboxamide hydrochloride